F[C@@H]1CN2C(CC([C@@]2(C1)C([2H])([2H])O)[2H])=O (6S,7aR)-6-fluoro-7a-(hydroxymethyl-d2)hexahydro-3H-pyrrolizin-3-one-d